FC1=C(C#N)C=CC(=C1)C1=NC(=NC2=CC=C(C=C12)C1=CC(=C(C=C1)OC)F)NC[C@H]1CNCC1 (R)-2-fluoro-4-(6-(3-fluoro-4-methoxyphenyl)-2-((pyrrolidin-3-ylmethyl)amino)quinazolin-4-yl)benzonitrile